N-(3-(2,4-dioxo-1,3,7-triazaspiro[4.4]nonane-7-carbonyl)phenyl)acetamide tert-butyl-2-(2-(2,6-dioxopiperidin-3-yl)-1,3-dioxoisoindolin-4-yl)-2,7-diazaspiro[3.5]nonane-7-carboxylate C(C)(C)(C)OC(=O)N1CCC2(CN(C2)C2=C3C(N(C(C3=CC=C2)=O)C2C(NC(CC2)=O)=O)=O)CC1.O=C1NC2(C(N1)=O)CN(CC2)C(=O)C=2C=C(C=CC2)NC(C)=O